[(1R,5S,6S)-6-(aminomethyl)-3-ethylbicyclo[3.2.0]hept-3-en-6-yl]acetic acid monobenzenesulfonate C1(=CC=CC=C1)S(=O)(=O)O.NC[C@]1([C@@H]2C=C(C[C@@H]2C1)CC)CC(=O)O